BrC1=C(C(=C(C(=O)OC)C=C1)C(C)Br)F methyl 4-bromo-2-(1-bromoethyl)-3-fluorobenzoate